(2,5-difluorophenyl)pyridin FC1=C(C=C(C=C1)F)C1=NC=CC=C1